4-(4-(hydroxymethyl)-6-(4-methoxy-3-propoxyphenyl)pyridin-2-yl)-1,2-oxaborolan-2-ol OCC1=CC(=NC(=C1)C1=CC(=C(C=C1)OC)OCCC)C1CB(OC1)O